ClC=1C=NC(=NC1)CN1C(=NC2=C1C=CC(=C2)F)N2C[C@H]([C@H](CC2)F)N (3R,4S)-1-(1-((5-Chloropyrimidin-2-yl)methyl)-5-fluoro-1H-benzo[d]imidazol-2-yl)-4-fluoropiperidin-3-amin